(8-(ethylamino)-2,7-naphthyridin-3-yl)cyclopropanecarboxamide C(C)NC=1N=CC=C2C=C(N=CC12)C1(CC1)C(=O)N